succinimidyloxycarbonyl-α-methyl-α-(2-pyridyldithio)toluene (S)-Methyl-5-fluoro-4-(2-(2-hydroxypropan-2-yl)-1-methyl-1H-imidazol-4-yl)-2-((1,1,1-trifluoropropan-2-yl)oxy)benzoate COC(C1=C(C=C(C(=C1)F)C=1N=C(N(C1)C)C(C)(C)O)O[C@H](C(F)(F)F)C)=O.C1(CCC(N1OC(=O)C(C1=CC=CC=C1)(SSC1=NC=CC=C1)C)=O)=O